[Na].O=S1(NC(C2=C1C=CC=C2)=O)=O 1,1-dioxo-1,2-benzisothiazole-3(2H)-one sodium salt